(1S,3S)-3-((2-methyl-6-(1-methyl-5-(((5-phenyl-1,2,4-triazin-3-yl)amino)methyl)-1H-1,2,3-triazol-4-yl)pyridin-3-yl)oxy)cyclohexane-1-carboxylic acid methyl ester COC(=O)[C@@H]1C[C@H](CCC1)OC=1C(=NC(=CC1)C=1N=NN(C1CNC=1N=NC=C(N1)C1=CC=CC=C1)C)C